CC1([C@H](CC2=CC=CC=C12)NC=1C=CC(=NC1)[C@@H](C(F)(F)F)N(C(=O)[C@H]1NC(C1)=O)C)C (S)-N-((S)-1-(5-(((S)-1,1-dimethyl-2,3-dihydro-1H-inden-2-yl)amino)pyridin-2-yl)-2,2,2-trifluoroethyl)-N-methyl-4-oxoazetidine-2-carboxamide